[4-[5-(trifluoromethyl)-1,2,4-oxadiazol-3-yl]phenyl]acetamide FC(C1=NC(=NO1)C1=CC=C(C=C1)CC(=O)N)(F)F